1-(3-(5-chlorothiophene-2-carboxamido)cyclohexyl)-2-(pyridin-2-yl)-1H-benzo[d]imidazole-5-carboxamide ClC1=CC=C(S1)C(=O)NC1CC(CCC1)N1C(=NC2=C1C=CC(=C2)C(=O)N)C2=NC=CC=C2